(R)-2-(benzofuran-3-yl)-1-((1S,2S,6R,8S)-2,9,9-trimethyl-3,5-dioxa-4-boratricyclo[6.1.1.02,6]dec-4-yl)-ethylamine hydrochloride Cl.O1C=C(C2=C1C=CC=C2)C[C@@H](B2O[C@]1([C@@H]3C([C@H](C[C@H]1O2)C3)(C)C)C)N